4-[2-(N-cyclohexylanilino)-2-oxo-ethyl]-1-[methyl(p-tolyl)carbamoyl]piperidine-4-carboxylic acid C1(CCCCC1)N(C1=CC=CC=C1)C(CC1(CCN(CC1)C(N(C1=CC=C(C=C1)C)C)=O)C(=O)O)=O